BrCC1=C(C#N)C=CC(=C1)Cl 2-(bromomethyl)-4-chlorobenzonitrile